7-bromo-8-iodo-2-(4-methoxybenzyl)-6-methyl-3,4-dihydropyrrolo[1,2-a]pyrazin-1(2H)-one BrC=1C(=C2N(CCN(C2=O)CC2=CC=C(C=C2)OC)C1C)I